NCCNC(O)=O N-(2-aminoethyl)carbamic acid